ClC1=NC(=C(C=C1C(=N)OC(=O)N1C(CNC(C1)C)C)Cl)C1=C(C=CC=C1)F (2,5-dichloro-6-(2-fluorophenyl)pyridin-3-yl(imino)methyl)-2,5-dimethylpiperazine-1-carboxylate